3-ethyl-8-fluoro-7-vinylquinazoline-2,4(1H,3H)-dione C(C)N1C(NC2=C(C(=CC=C2C1=O)C=C)F)=O